FC1(CCC(OC1)C(=O)O)F 5,5-difluoro-tetrahydro-2H-pyran-2-carboxylic acid